(2S,6R)-2,6-dimethyl-4-(5-(4,4,5,5-tetramethyl-1,3,2-dioxaborolan-2-yl)pyrimidin-2-yl)morpholine C[C@H]1CN(C[C@H](O1)C)C1=NC=C(C=N1)B1OC(C(O1)(C)C)(C)C